ClC=1C(=NC=CC1)C1(CCC1)CNC1=NC=C(C=N1)C=1C=C(C=CC1F)C#N 3-[2-({[(3-chloro(2-pyridyl))cyclobutyl]methyl}amino)pyrimidin-5-yl]-4-fluorobenzenecarbonitrile